(propan-2-yloxy)-1,3-benzothiazol CC(C)OC=1SC2=C(N1)C=CC=C2